methyl-(R)-8-(1-aminoethyl)-3,6-dimethyl-2-(pyrimidin-5-yl)quinazolin-4(3H)-one CC1=C2C(N(C(=NC2=C(C=C1C)[C@@H](C)N)C=1C=NC=NC1)C)=O